3-methoxy-4-[(3-{4-[(1-{[(4R)-2-oxo-1,3-dioxolan-4-yl]methyl}piperidin-4-yl)amino]-1-(2,2,2-trifluoroethyl)-1H-indol-2-yl}prop-2-yn-1-yl)amino]benzene-1-sulfonamide COC=1C=C(C=CC1NCC#CC=1N(C2=CC=CC(=C2C1)NC1CCN(CC1)C[C@H]1OC(OC1)=O)CC(F)(F)F)S(=O)(=O)N